COC1=NC=CC(=C1)C=1N=C(N2C1[C@H](N(CC2)C(=O)C2=CC=C(C=C2)F)C)C2=NC(=NS2)C (R)-(1-(2-methoxypyridin-4-yl)-8-methyl-3-(3-methyl-1,2,4-thiadiazol-5-yl)-5,6-dihydroimidazo[1,5-a]pyrazin-7(8H)-yl)(4-fluorophenyl)methanone